C(C1=CC=CC=C1)OC=1C(=NC=CC1)C1=CC(=CC(=C1)F)C=1OC(=NN1)C(F)F 3-(benzyloxy)-2-{3-[5-(difluoromethyl)-1,3,4-oxadiazol-2-yl]-5-fluorophenyl}pyridine